(S)-1-(3-(4-amino-3-((6-fluoro-1-methyl-1H-benzo[d]imidazol-5-yl)ethynyl)-7-(1-methyl-1H-imidazol-4-yl)-1H-pyrazolo[4,3-c]pyridin-1-yl)pyrrolidin-1-yl)prop-2-en-1-one NC1=NC=C(C2=C1C(=NN2[C@@H]2CN(CC2)C(C=C)=O)C#CC2=CC1=C(N(C=N1)C)C=C2F)C=2N=CN(C2)C